N-[1-(2-chloropyridin-4-yl)piperidin-4-yl]-4-(furo[3,2-c]pyridin-4-yl)benzamide ClC1=NC=CC(=C1)N1CCC(CC1)NC(C1=CC=C(C=C1)C1=NC=CC2=C1C=CO2)=O